(S)-ethyl 8-(2-amino-6-((R)-1-(4-(chroman-6-yl)phenyl)-2,2,2-trifluoroethoxy)pyrimidin-4-yl)-2,8-diazaspiro[4.5]decane-3-carboxylate NC1=NC(=CC(=N1)N1CCC2(C[C@H](NC2)C(=O)OCC)CC1)O[C@@H](C(F)(F)F)C1=CC=C(C=C1)C=1C=C2CCCOC2=CC1